(S)-3-(5-(methyl-sulfonyl)pyridin-3-yl)-3-(5-(2-(5,6,7,8-tetrahydro-1,8-naphthyridin-2-yl)-ethoxy)-1H-indazol-1-yl)propanoic acid CS(=O)(=O)C=1C=C(C=NC1)[C@H](CC(=O)O)N1N=CC2=CC(=CC=C12)OCCC1=NC=2NCCCC2C=C1